C(C)(C)(C)OC(=O)N1CC2=CC(=CC=C2CC1)OCC1=C(C=CC=C1F)F 7-((2,6-Difluorobenzyl)oxy)-3,4-dihydroisoquinoline-2(1H)-carboxylic acid tert-butyl ester